(-)-(4R)-4-[3-[4-[(4-methylsulfonylphenyl)-phenyl-methyl]-1-piperidinyl]-3-oxo-propyl]oxazolidin-2-one CS(=O)(=O)C1=CC=C(C=C1)C(C1CCN(CC1)C(CC[C@H]1NC(OC1)=O)=O)C1=CC=CC=C1